tert-butyl (2-((2-(3,5-dimethylphenoxy)phenyl)amino)-2-oxoethyl)carbamate CC=1C=C(OC2=C(C=CC=C2)NC(CNC(OC(C)(C)C)=O)=O)C=C(C1)C